N1=C(N=CC=C1)N1CCC2=C(CC1)C(C1=CC=CC=C1C2=O)=O 3-(pyrimidin-2-yl)-2,3,4,5-tetrahydro-1H-naphtho[2,3-d]azepine-6,11-dione